5-chloro-N-(1-methyl-1H-pyrazol-5-yl)-4-(3'-(1,1,2,2-tetrafluoroethyl)-5'H,7'H-spiro[oxetane-3,6'-pyrrolo[1,2-a][1,2,4]triazolo[3,4-c][1,4]diazepin]-10'-yl)pyridin-2-amine ClC=1C(=CC(=NC1)NC1=CC=NN1C)C=1C=C2N(CC3(CN4C2=NN=C4C(C(F)F)(F)F)COC3)C1